butene sulfate S(=O)(=O)(O)O.C=CCC